ClCC(=O)NCCC(C1=NOC(=C1)C(F)(F)F)O 2-chloro-N-(3-hydroxy-3-(5-(trifluoromethyl)isoxazol-3-yl)propyl)acetamide